CC1C(N(N(C1(O)O)C)C)(O)O trimethyltetrahydroxypyrazole